5-amino-1-(2,6-dichloro-4-trifluoromethylphenyl)-3-cyano-4-trifluoromethylsulfonylpyrazole NC1=C(C(=NN1C1=C(C=C(C=C1Cl)C(F)(F)F)Cl)C#N)S(=O)(=O)C(F)(F)F